3,5,5-trimethyl-hexyl acetate C(C)(=O)OCCC(CC(C)(C)C)C